(R)-3-((1-(3-(4-(bicyclo[1.1.1]pentan-1-yl-3-d)piperidin-1-yl)-2-cyano-7-methylquinoxalin-5-yl)ethyl)amino)-6-chloropicolinic acid C12(CC(C1)(C2)[2H])C2CCN(CC2)C=2C(=NC1=CC(=CC(=C1N2)[C@@H](C)NC=2C(=NC(=CC2)Cl)C(=O)O)C)C#N